C[SiH2]OP(O[SiH2]C)O[SiH2]C tri(methylsilyl)phosphite